C(=O)C(C(=O)[O-])C(CC(=O)[O-])=O 2-formyl-3-oxoglutarate